(R)-4-[2-(2-chloro-5-methoxy-phenyl)azepan-1-yl]-6-methyl-pyrimidin-2-amine ClC1=C(C=C(C=C1)OC)[C@@H]1N(CCCCC1)C1=NC(=NC(=C1)C)N